O=C([C@H](O)[C@@H](O)[C@H](O)[C@H](O)CO)O.O=C([C@H](O)[C@@H](O)[C@H](O)[C@H](O)CO)O gluconic acid (gluconate) salt